tert-butyl 6-(6-ethoxy-3-(2-(methoxymethoxy) phenyl) cinnolin-7-yl)-2,6-diazaspiro[3.3]heptane-2-carboxylate C(C)OC=1C=C2C=C(N=NC2=CC1N1CC2(CN(C2)C(=O)OC(C)(C)C)C1)C1=C(C=CC=C1)OCOC